CC=1C=CC=C2N(CCN(C12)C(=O)OCC1=CC=CC=C1)C1=CC2=C(N=C(N=C2)SC)N(C1=O)C1=CC=C(C=C1)N1CCOCC1 benzyl 8-methyl-4-[2-methylsulfanyl-8-(4-morpholinophenyl)-7-oxo-pyrido[2,3-d]pyrimidin-6-yl]-2,3-dihydroquinoxaline-1-carboxylate